C1=C(C2=NC=NC3=CC=NC1=C23)C(=O)N 3,5,8-triazaacenaphthylene-2-carboxamide